2-(3-iodopyrazolo[1,5-a]pyridin-6-yl)-2-methyl-propanamide IC=1C=NN2C1C=CC(=C2)C(C(=O)N)(C)C